ClC1=NN(C2=NC(=NC=C21)Cl)C[C@H](COC2=NN(C(=C2[N+](=O)[O-])C)C=2C(=NC=C(C2)F)C)F (R)-3,6-Dichloro-1-(2-fluoro-3-((1-(5-fluoro-2-methylpyridin-3-yl)-5-methyl-4-nitro-1H-pyrazol-3-yl)oxy)propyl)-1H-pyrazolo[3,4-d]pyrimidine